B(O)(O)O.B(O)(O)O.B(O)(O)O.C(C1=CC=CC=C1)=O benzaldehyde triborate